C(C)(C)(C)N1[C@H](CN([C@@H](C1)C)C=1C=NC(=CC1)N)C tert-Butyl-(2S,5R)-4-(6-aminopyridin-3-yl)-2,5-dimethylpiperazine